FC=1C=C(C=2N=C3C(=NC2C1)OC[C@H]1N3CCOC1)[C@@H](CC)N (R)-1-((S)-9-fluoro-1,2,4a,5-tetrahydro-4H-[1,4]oxazino[4',3':4,5][1,4]oxazino[2,3-b]quinoxalin-11-yl)propan-1-amine